C(C1=CC=CC=C1)OC=1C=C2CC[C@H](CC2=C(C1)F)NC(OCC1=CC=CC=C1)=O benzyl [(2R)-6-(benzyloxy)-8-fluoro-1,2,3,4-tetrahydronaphthalen-2-yl]carbamate